tertbutyl (4-(fluoromethyl)piperidin-4-yl)carbamate FCC1(CCNCC1)NC(OC(C)(C)C)=O